1-(8Z,11Z,14Z-eicosatrienoyl)-2-(5Z,8Z,11Z,14Z,17Z-eicosapentaenoyl)-glycero-3-phosphoserine CCCCC/C=C\C/C=C\C/C=C\CCCCCCC(=O)OC[C@H](COP(=O)(O)OC[C@@H](C(=O)O)N)OC(=O)CCC/C=C\C/C=C\C/C=C\C/C=C\C/C=C\CC